1-{4-[5-(3-Chloro-4-isobutyl-phenyl)-[1,2,4]-oxadiazol-3-yl]-benzyl}-4-(4-methoxy-butyl)-piperidine-4-carboxylic acid ClC=1C=C(C=CC1CC(C)C)C1=NC(=NO1)C1=CC=C(CN2CCC(CC2)(C(=O)O)CCCCOC)C=C1